ClC=1C(=C(C=CC1)S(=O)(=O)N1CCN(CC1)C(\C=C\C1=CC(=C(C=C1)O)OC)=O)F (E)-1-(4-((3-chloro-2-fluorophenyl)sulfonyl)piperazin-1-yl)-3-(4-hydroxy-3-methoxyphenyl)prop-2-en-1-one